1-(2,3,5,6-tetrafluorophenyl)-4-ethylaniline FC1=C(C(=C(C=C1F)F)F)C1(N)CC=C(C=C1)CC